(2-tert-Butoxy-2-oxo-ethyl)-[5-[[4-[[3-[1-(cyanomethyl)-3-(trifluoromethyl)pyrazol-4-yl]imidazo[1,2-a]pyrazin-8-yl]amino]-2-ethyl-benzoyl]amino]pentyl]-dimethyl-ammonium bromide [Br-].C(C)(C)(C)OC(C[N+](C)(C)CCCCCNC(C1=C(C=C(C=C1)NC=1C=2N(C=CN1)C(=CN2)C=2C(=NN(C2)CC#N)C(F)(F)F)CC)=O)=O